tert-butyl 3-(4-(benzyloxy)-6-methoxy-1,3-dioxoisoindolin-2-yl)-2,6-dioxopiperidine-1-carboxylate C(C1=CC=CC=C1)OC1=C2C(N(C(C2=CC(=C1)OC)=O)C1C(N(C(CC1)=O)C(=O)OC(C)(C)C)=O)=O